[N+](=O)([O-])C=1C=C(C(=O)O)C=C(C1Cl)[N+](=O)[O-] 3,5-dinitro-4-chlorobenzoic acid